OC(C[C@@](C(=O)O)(CCCC(=O)O)C[C@H]([C@H]([C@@H]([C@H](COC(CCCCC(OC[C@H]([C@H]([C@@H]([C@H](CO)O)O)O)O)=O)=O)O)O)O)O)[C@H]([C@@H]([C@@H](CO)O)O)O.OC[C@H](O)[C@@H](O)[C@H](O)[C@H](O)CO.OC[C@H](O)[C@@H](O)[C@H](O)[C@H](O)CO disorbitol (2S,3R,4R,5R)-2,3,4,5,6-pentahydroxyhexyl-((2R,3R,4R,5S)-2,3,4,5-tetrahydroxy-6-((6-oxo-6-(((2R,3R,4R,5S)-2,3,4,5,6-pentahydroxyhexyl)oxy)hexanoyl)oxy)hexyl)adipate